2-chloro-4-((1-(4-(6-(trifluoromethyl)pyridazin-3-yl)piperazine-1-carbonyl)cyclopentyl)oxy)benzonitrile ClC1=C(C#N)C=CC(=C1)OC1(CCCC1)C(=O)N1CCN(CC1)C=1N=NC(=CC1)C(F)(F)F